CC1=C(C=C(C=C1)C)B(O)O (2,5-dimethylphenyl)boronic acid